6-chloro-2-(4-(4-methylpiperazin-1-yl)phenyl)-[1,2,4]triazolo[1,5-a]pyridine ClC=1C=CC=2N(C1)N=C(N2)C2=CC=C(C=C2)N2CCN(CC2)C